2-(2-methyl-5-nitro-1H-imidazol-1-yl)ethyl (Z)-2-(11-(3-(dimethylamino)propylidene)-6,11-dihydrodibenzo[b,e]oxepin-2-yl)acetate CN(CC\C=C\1/C2=C(OCC3=C1C=CC=C3)C=CC(=C2)CC(=O)OCCN2C(=NC=C2[N+](=O)[O-])C)C